4-(1,2,3,6-tetrahydropyridin-4-yl)isoindolin-1-one N1CCC(=CC1)C1=C2CNC(C2=CC=C1)=O